5-Fluoro-6-methoxy-1',2',3',6'-tetrahydro-2,4'-bipyridine FC=1C=CC(=NC1OC)C=1CCNCC1